4'-Chloro-3'-(4-ethoxybenzoyl)-(1,1'-biphenyl)-4-carbonitrile ClC1=C(C=C(C=C1)C1=CC=C(C=C1)C#N)C(C1=CC=C(C=C1)OCC)=O